O=C1NC(CCC1C1=C(C=C(C=C1F)N1CC(C1)NC(OC1CN(C1)C=1N(C=CN1)C)=O)F)=O 1-(1-methyl-1H-imidazol-2-yl)azetidin-3-yl (1-(4-(2,6-dioxopiperidin-3-yl)-3,5-difluorophenyl)azetidin-3-yl)carbamate